CC1=C(C(=O)NC2(CC2)C2=C3C=CC=NC3=CC(=C2)C=2SC(=CC2)CN2CCCC2)C=C(C=C1)OC[C@H]1N(CC1)C (S)-2-Methyl-5-((1-methylazetidin-2-yl)methoxy)-N-(1-(7-(5-(pyrrolidin-1-ylmethyl)thiophen-2-yl)quinolin-5-yl)cyclopropyl)benzamide